5-(7,8-Dichloro-4-(1H-Imidazol-1-Yl)Quinolin-2-Yl)-2-Hydroxybenzoic Acid ClC1=CC=C2C(=CC(=NC2=C1Cl)C=1C=CC(=C(C(=O)O)C1)O)N1C=NC=C1